4-((4-((1-methyl-1H-pyrazol-4-yl)amino)-5-trifluoromethylpyrimidin-2-yl)amino)benzamide CN1N=CC(=C1)NC1=NC(=NC=C1C(F)(F)F)NC1=CC=C(C(=O)N)C=C1